3-(2,4-dichlorophenyl)-4-methylpyrrole ClC1=C(C=CC(=C1)Cl)C1=CNC=C1C